C1(CCCC1)C=1NC=2C(=NC(=CC2C2=CC=CC=C2)C2=CC=CC=C2)N1 2-cyclopentyl-5,7-diphenyl-1H-imidazo[4,5-b]pyridine